(2S)-2-{[(1S)-1-(2,3-dihydro-1,4-benzodioxin-6-yl)ethyl]amino}-5,5-dimethylhexanoic acid O1CCOC2=C1C=CC(=C2)[C@H](C)N[C@H](C(=O)O)CCC(C)(C)C